CC1=C2N(C(C(=C1)NC1=C3N=CN(C3=NC=N1)CC(=O)OCC)=O)C1(NC2=O)CCCCC1 ethyl {6-[(8'-methyl-1',5'-dioxo-1',5'-dihydro-2'H-spiro[cyclohexane-1,3'-imidazo[1,5-a]pyridin]-6'-yl)amino]-9H-purin-9-yl}acetate